4-[4-[4-(4-hydroxyphenyl)piperazin-1-yl]phenyl]-2-[(2S,3S)-2-phenylmethoxypentan-3-yl]-1,2,4-triazole-3-one OC1=CC=C(C=C1)N1CCN(CC1)C1=CC=C(C=C1)N1C(N(N=C1)[C@H]([C@H](C)OCC1=CC=CC=C1)CC)=O